2-(3-Iodophenyl)-1,7-naphthyridin-8(7H)-one IC=1C=C(C=CC1)C1=NC=2C(NC=CC2C=C1)=O